CN(C1CCN(CC1)C(=O)C1=NN2C(NC(=C(C2C2=CC(=C(C=C2)C(F)(F)F)F)C(=O)NC=2C=C3C=CN=CC3=CC2)C)=C1)C 2-(4-(dimethylamino)piperidine-1-carbonyl)-7-(3-fluoro-4-(trifluoromethyl)phenyl)-N-(isoquinolin-6-yl)-5-methyl-4,7-dihydropyrazolo[1,5-a]pyrimidine-6-carboxamide